C1(=CC=CC=C1)N1C(=NC2=C1C=CC=C2)C2=C(C=CC=C2)[O-] 2-(1-phenyl-1H-benzo[d]-imidazol-2-yl)phenolate